O[C@H](COC=1C=C(C=CC1)S(=O)(=O)NC1CCOCC1)CNC1COC2(C1)CCN(CC2)S(=O)(=O)C2=CC1=CC=CC=C1C=C2 3-((2S)-2-hydroxy-3-(8-(naphthalen-2-ylsulfonyl)-1-oxa-8-azaspiro[4.5]decan-3-ylamino)propoxy)-N-(tetrahydro-2H-pyran-4-yl)benzenesulfonamide